((Z)-[6-chloro-5-(3-fluoro-2-pyridyl)-3-methyl-7-(trifluoromethyl)-1,3-dihydro-1,4-benzodiazepin-2-ylidene]amino)propan-1-ol ClC1=C(C=CC2=C1C(=NC(/C(/N2)=N/C(CC)O)C)C2=NC=CC=C2F)C(F)(F)F